FC=1C=C2C=NN(C2=CC1C=1C=2C(=NN(C2C=CC1)CC(=O)N(C)CC(=O)O)C(F)(F)F)C {2-[5'-fluoro-1'-methyl-3-(trifluoromethyl)-[4,6'-biindazol]-1-yl]-N-methylacetamido}acetic acid